C1(=CC=CC2=CC=CC=C12)NC1=CC=2C(C3=CC=CC=C3C2C=C1)(C1=CC=CC=C1)C1=CC=CC=C1 2-[(naphthalen-1-yl)amino]-9,9-diphenyl-9H-fluorene